C(C)(C)(C)[Si](OC1=CC(=C(C=O)C=C1)Cl)(C)C 4-{[tert-butyl-(dimethyl)silyl]oxy}-2-chlorobenzaldehyde